C(C)(C)(C)[Si](C)(C)OCC1=C(C(=NC=C1)Cl)F tert-Butyl-[(2-chloro-3-fluoropyridin-4-yl)methoxy]-dimethylsilane